5-(4-methoxy-2-(methylthio)pyrimidine-5-yl)-4-methylisoxazole COC1=NC(=NC=C1C1=C(C=NO1)C)SC